5-[[(6-fluoro-2-pyridyl)amino]methylene]-2,2-dimethyl-1,3-dioxane-4,6-dione FC1=CC=CC(=N1)NC=C1C(OC(OC1=O)(C)C)=O